N-(2-(2,6-dioxopiperidin-3-yl)-1-oxoisoindolin-5-yl)-4-isopropylbenzenesulfonamide O=C1NC(CCC1N1C(C2=CC=C(C=C2C1)NS(=O)(=O)C1=CC=C(C=C1)C(C)C)=O)=O